FC1=CC(=C(C=C1)C(C)OC)OC 4-Fluoro-2-methoxy-1-(1-methoxyethyl)benzene